pidolic acid N1[C@@H](CCC1=O)C(=O)O